C(C)(=O)C(=C(C(=O)O)N)C1=CC=CC=C1 acetyl-aminocinnamic acid